FC1=C(C(=C(C(=C1C(C(=O)O)OC1=CC2=C(C(OC(N2C)=O)=O)C=C1)F)F)F)F.ClC(C1=NC(=C(C(=C1C)C)C)C)Cl dichloropentamethyl-pyridine pentafluorophenyl-[(1-methyl-2,4-dioxo-1,4-dihydro-2H-3,1-benzoxazin-7-yl)oxy]acetate